2-(3,5-dimethyl-4-((2'-oxospiro[cyclobutane-1,3'-indoline]-5'-yl)oxy)phenyl)-3,5-dioxo-2,3,4,5-tetrahydro-1,2,4-triazine-6-carbonitrile CC=1C=C(C=C(C1OC=1C=C2C3(C(NC2=CC1)=O)CCC3)C)N3N=C(C(NC3=O)=O)C#N